C(C)(C)(C)C1CCC(CC1)O anti-4-tertiary butyl-cyclohexanol